COC1=CC=C(C(=O)N2CC3=CC=CC(=C3CC2)C(CC(=O)O)CCC=2N=NN(C2)C)C=C1 3-[2-(4-methoxybenzoyl)-1,2,3,4-tetrahydroisoquinolin-5-yl]-5-(1-methyl-1H-1,2,3-triazol-4-yl)pentanoic acid